ethyl-4-[1-(methoxymethyl)-2,2-dimethyl-3-bicyclo[3.1.0]hexanyl]-2-methyl-but-2-enoate C(C)OC(C(=CCC1C(C2(CC2C1)COC)(C)C)C)=O